(R)-1-(1-acryloylpiperidine-3-yl)-4-amino-N-(3-chloro-4-(2-(dimethylamino)-2-oxoethyl)phenyl)-1H-pyrazolo[3,4-d]pyrimidine-3-carboxamide C(C=C)(=O)N1C[C@@H](CCC1)N1N=C(C=2C1=NC=NC2N)C(=O)NC2=CC(=C(C=C2)CC(=O)N(C)C)Cl